(S)-2-chloro-4-(8-(6-formylpyridin-3-yl)-3-methyl-2,8-diazaspiro[4.5]decan-2-yl)benzonitrile ClC1=C(C#N)C=CC(=C1)N1CC2(C[C@@H]1C)CCN(CC2)C=2C=NC(=CC2)C=O